Cl.NCC1(CC1)C#N 1-(aminomethyl)cyclopropane-1-carbonitrile, hydrochloride